C1(CC1)[C@H](C=1C=CC2=C(NC(=N2)[C@H](COC2CC(C2)(F)F)NC(=O)C2=CC=NN2C(C)C)C1)NC(CC1CC(C1)(F)F)=O N-((R)-1-(6-((R)-Cyclopropyl(2-(3,3-difluorocyclobutyl)acetamido)methyl)-1H-benzo[d]imidazol-2-yl)-2-(3,3-difluorocyclobutoxy)ethyl)-1-isopropyl-1H-pyrazole-5-carboxamide